ClC1=C(C=C(C=C1)NC(CC(C1=CC(=CC=C1)C(F)(F)F)C(F)(F)F)=O)C(=O)NC1=C(C=C(C=C1)F)F N-[4-chloro-3-[[(2,4-difluorophenyl)amino]carbonyl]phenyl]-β,3-bis(trisfluoromethyl)benzenepropanamide